5-nitroisophthalat [N+](=O)([O-])C=1C=C(C=C(C(=O)[O-])C1)C(=O)[O-]